((2S,3S,4S)-5-chloro-6-fluoro-2-((((trans)-4-hydroxy-4-methylcyclohexyl)amino)methyl)-3-methyl-2-phenyl-2,3-dihydrobenzofuran-4-yl)-3-fluoro-4-(2-hydroxyethoxy)-N-methylbenzamide ClC=1C(=CC2=C([C@@H]([C@](O2)(C2=CC=CC=C2)CNC2CCC(CC2)(C)O)C)C1C1=C(C(=O)NC)C=CC(=C1F)OCCO)F